S1C=NC2=C1C(CCC2)=O 5,6-dihydro-7(4H)-benzothiazolone